COC1=C(C=C(C(=C1)OC1=CC2=C(N(N=N2)C)C=C1)C)NC=1C2=C(N=CN1)C=CC(=N2)C2CC1CCCC(C2)N1C(C=C)=O 1-(3-(4-((2-methoxy-5-methyl-4-((1-methyl-1H-benzo[d][1,2,3]triazol-5-yl)oxy)phenyl)amino)pyrido[3,2-d]pyrimidin-6-yl)-9-azabicyclo[3.3.1]nonan-9-yl)prop-2-en-1-one